5-methoxy-3,4-dihydronaphthalen-2(1H)-one COC1=C2CCC(CC2=CC=C1)=O